CC1=NC=2C(=NC(=CC2)C=2C=CN3N=C(N=CC32)N[C@@H]3C[C@H](C3)N3CCN(CC3)C)N1C 5-(2,3-dimethyl-3H-imidazo[4,5-b]pyridin-5-yl)-N-(trans-3-(4-methylpiperazin-1-yl)cyclobutyl)pyrrolo[2,1-f][1,2,4]triazin-2-amine